Cl.C(O)CN (ethanolamine)-HCl